(3R)-4-amino-N-((6-bromo-3-pyridazinyl)methyl)-N-((2R)-1-methoxy-2-propanyl)-3-methyl-1,3-dihydrofuro[3,4-c]quinoline-8-carboxamide NC1=NC=2C=CC(=CC2C2=C1[C@H](OC2)C)C(=O)N([C@@H](COC)C)CC=2N=NC(=CC2)Br